C(CCC)OC(CCCCI)=O.[N-]1C=CC=C1 pyrrolid butyl-5-iodopentanoate